iodo-[1,1':3',1'']Terphenyl IC1=C(C=CC=C1)C1=CC(=CC=C1)C1=CC=CC=C1